4-oxo-1-(pyridin-2-yl)cyclohexane-1-carboxamide O=C1CCC(CC1)(C(=O)N)C1=NC=CC=C1